N-benzyl-2-chloro-6-(prop-1-en-1-yl)furo[3,2-d]pyrimidin-4-amine C(C1=CC=CC=C1)NC=1C2=C(N=C(N1)Cl)C=C(O2)C=CC